5-(azetidin-3-ylmethyl)-3-(4-(nonyloxy)phenyl)-1,2,4-oxadiazole trifluoroacetate salt FC(C(=O)O)(F)F.N1CC(C1)CC1=NC(=NO1)C1=CC=C(C=C1)OCCCCCCCCC